C1(=CC=CC2=CC=CC=C12)C(=O)[O-] (14R)-1-naphthoate